4-(((3S,4R)-1-((5-chloropyridin-2-yl)sulfonyl)-4-hydroxy-4-(hydroxymethyl)pyrrolidin-3-yl)oxy)-3-(2,2,2-trifluoroethoxy)benzonitrile ClC=1C=CC(=NC1)S(=O)(=O)N1C[C@@H]([C@@](C1)(CO)O)OC1=C(C=C(C#N)C=C1)OCC(F)(F)F